ClCC(=O)C1=C(N(C(=C1)C)[C@@H]1CC[C@H](CC1)C(=O)OCC1=CC=CC=C1)C Benzyl trans-4-[3-(2-Chloro-acetyl)-2,5-dimethyl-1H-pyrrol-1-yl]-cyclohexanecarboxylate